C(C)O[Si](C1=C(C=CC=C1)OC)(C1=C(C=CC=C1)OC)C1=C(C=CC=C1)OC ethoxytris(2-methoxyphenyl)silane